2-bromo-N-(5-(isoxazol-3-yl)pyridin-2-yl)propanamide BrC(C(=O)NC1=NC=C(C=C1)C1=NOC=C1)C